3-(Boc-amino)propyl bromide C(=O)(OC(C)(C)C)NCCCBr